N[C@@H](C(C)C)C(=O)OC[C@H]1O[C@@]([C@@H]([C@@H]1OC(CC)=O)O)(C#N)C1=CC=C2C(=NC=NN21)NC(=O)OCOC(C)=O ((2R,3S,4R,5R)-5-(4-(((acetoxymethoxy)carbonyl)amino)pyrrolo[2,1-f][1,2,4]triazin-7-yl)-5-cyano-4-hydroxy-3-(propionyloxy)tetrahydrofuran-2-yl)methyl L-valinate